FC(OC1=CC=C(C(=C1)I)S)(F)F 4-trifluoromethoxy-6-iodothiophenol